FC1=CC=C(NC1=O)C#N 5-fluoro-6-oxo-1,6-dihydropyridine-2-carbonitrile